FC=1C=C2C(=C(C(N(C2=CC1)C)=O)[N+](=O)[O-])N1CCNCC1 6-fluoro-1-methyl-3-nitro-4-(piperazin-1-yl)quinolin-2(1H)-one